indium trichloride salt [Cl-].[Cl-].[Cl-].[In+3]